tert-butyl 4-[1-[6-(difluoromethoxy)-3-pyridyl]-5-isopropyl-pyrazol-3-yl]piperazine-1-carboxylate FC(OC1=CC=C(C=N1)N1N=C(C=C1C(C)C)N1CCN(CC1)C(=O)OC(C)(C)C)F